FCCN(C(OC(C)(C)C)=O)CCO tert-Butyl (2-fluoroethyl)(2-hydroxyethyl)carbamate